2-bromomethyl-l-m-ethoxy-3-nitro-benzene BrCC1C=CC=CC1([N+](=O)[O-])OCC